Phenyl-(S)-3-(3,4-dichlorophenyl)-3,4-dihydropyridine-1(2H)-carboxylate C1(=CC=CC=C1)OC(=O)N1C[C@@H](CC=C1)C1=CC(=C(C=C1)Cl)Cl